N12CC(C(CC1)CC2)N(C(O)=O)[C@H]2C(CC1=CC(=CC=C21)C2=C(C=CC=C2)OC(F)(F)F)(C)C.BrC2=CC(=C(C=C2)C(C)=O)C 1-(4-bromo-2-methyl-phenyl)ethanone (S)-quinuclidin-3-yl-(2,2-dimethyl-5-(2-(trifluoromethoxy)phenyl)-2,3-dihydro-1H-inden-1-yl)carbamate